Cl.CC1=NC2=NN=CN2C=2CNCC12 5-Methyl-7,8-dihydro-6H-2,3,4,7,8b-pentaaza-as-indacene hydrochloride